4-methyl-6-(2,4,4-trimethylpentyl)-2H-pyran-2-one CC1=CC(OC(=C1)CC(CC(C)(C)C)C)=O